2,4'-(pyridin-2-ylmethylene)diphenol N1=C(C=CC=C1)C(C1=CC=C(C=C1)O)C1=C(C=CC=C1)O